2-(2'-hydroxy-5'-tert-butyl-phenyl)benzotriazole OC1=C(C=C(C=C1)C(C)(C)C)N1N=C2C(=N1)C=CC=C2